6-[3-(dimethylamino) propyl]-2-methyl-7-oxo-9-{6-[(1-oxononyl) oxy] hexyl}-2,6-diaza-8-oxapentadecan-15-yl nonanoate C(CCCCCCCC)(=O)OCCCCCCC(OC(N(CCCN(C)C)CCCN(C)C)=O)CCCCCCOC(CCCCCCCC)=O